hexa(4-(3,4-dicyanophenoxy)phenylamino)-cyclotriphosphazene C(#N)C=1C=C(OC2=CC=C(C=C2)NP2(=NP(=NP(=N2)(NC2=CC=C(C=C2)OC2=CC(=C(C=C2)C#N)C#N)NC2=CC=C(C=C2)OC2=CC(=C(C=C2)C#N)C#N)(NC2=CC=C(C=C2)OC2=CC(=C(C=C2)C#N)C#N)NC2=CC=C(C=C2)OC2=CC(=C(C=C2)C#N)C#N)NC2=CC=C(C=C2)OC2=CC(=C(C=C2)C#N)C#N)C=CC1C#N